1-ethyl 2-methyl (2R,4S)-4-((methylsulfonyl)oxy)pyrrolidine-1,2-dicarboxylate CS(=O)(=O)O[C@H]1C[C@@H](N(C1)C(=O)OCC)C(=O)OC